tert-butyl (3R)-3-{7-chloro-2-[2-(4-{2-formyl-3-[(4-methoxyphenyl)methoxy]phenyl}pyrazol-1-yl)pyridine-4-amido]-1,3-benzodiazol-1-yl}azepane-1-carboxylate ClC1=CC=CC2=C1N(C(=N2)NC(=O)C2=CC(=NC=C2)N2N=CC(=C2)C2=C(C(=CC=C2)OCC2=CC=C(C=C2)OC)C=O)[C@H]2CN(CCCC2)C(=O)OC(C)(C)C